1-[2-chloro-4-(trifluoromethyl)phenyl]-4-{2'-ethoxy-[2,3'-bipyridinyl]-5-yl}-N-[(3S)-1-methylpyrrolidin-3-yl]piperidine-4-carboxamide ClC1=C(C=CC(=C1)C(F)(F)F)N1CCC(CC1)(C(=O)N[C@@H]1CN(CC1)C)C=1C=CC(=NC1)C=1C(=NC=CC1)OCC